C(C1=CC(C(=O)OC2=CC(=CC=C2)N)=CC=C1)(=O)OC1=CC(=CC=C1)N bis(3-aminophenyl) isophthalate